(2-Isopropylpyridin-3-yl)boric acid C(C)(C)C1=NC=CC=C1OB(O)O